C1(=CC=CC=C1)N1SC2=C(C1=O)C=CC=C2 2-phenyl-2,3-dihydro-1,2-benzothiazol-3-one